l-tert-leucine methyl ester hydrochloride Cl.COC([C@@H](N)C(C)(C)C)=O